BrC1=C(C=C(C(=O)NC2=CC(=C(C=C2)Br)OC)C=C1)F 4-bromo-N-(4-bromo-3-methoxy-phenyl)-3-fluoro-benzamide